NC1=NC(N(C=C1)[C@H]1[C@]([C@@H]([C@@](O1)(F)CO[C@](N=P(=O)N)(C)C(=O)[O-])O)(C)O)=O (((2S,3S,4R,5R)-5-(4-amino-2-oxopyrimidin-1(2H)-yl)-2-fluoro-3,4-dihydroxy-4-methyltetrahydrofuran-2-yl)methoxy)((amino)phosphoryl)-L-alaninat